CC(C(=O)O)CCCC(C(=O)O)C 2,6-dimethylpimelic acid